OCCNC(C=C)=O N-hydroxyethyl-acryloylAmine